CN(C=1N=C(C2=C(N1)SC(=C2)C)NCCCC2=CC=CC=C2)C N2,N2,6-trimethyl-N4-(3-phenylpropyl)thieno[2,3-d]pyrimidine-2,4-diamine